CC(C)C[C@H]1C(=O)O[C@@H](C(=O)N([C@H](C(=O)O[C@@H](C(=O)N([C@H](C(=O)O[C@@H](C(=O)N([C@H](C(=O)O[C@@H](C(=O)N1C)C(C)C)CC(C)C)C)C(C)C)CC(C)C)C)C(C)C)CC(C)C)C)C(C)C The molecule is a cyclodepsipeptide consisting of a cyclic tetramer of the depsipeptide D-Hiv-N-methyl-L-leucine (where D-Hiv = D-alpha-hydroxyisovaleric acid). Found in the fungal species Beauveria bassiana and Verticillium lecanii, it has insecticidal properties and is used as a commercial biopesticide to control of insects of agricultural, veterinary and medical significance. For elucidation of the structure, see Suzuki et al., Tetrahedron Lett. 1977 v25, 2167-2170. It has a role as an antineoplastic agent, an insecticide and a fungal metabolite.